C(C)(C)(C)OC(=O)NC(C(=O)O)C(O)C1=CC=C(C=C1)C(=O)OC(C)(C)C 2-((tert-Butoxycarbonyl)amino)-3-(4-(tert-butoxycarbonyl)phenyl)-3-hydroxypropanoic acid